COC=1C=C(\C=N\NC(=O)C2=NC(=CN=C2)C2=C(C=C(C=C2)OC)OCC)C=C(C1)OC (E)-N'-(3,5-dimethoxybenzylidene)-6-(2-ethoxy-4-methoxyphenyl)pyrazine-2-carbohydrazide